NC1C(CCCC1)N 1,2-Diaminocyclohexan